FC1=C(C=CC(=C1)C(F)(F)F)NC(=O)[C@H]1[C@@H]([C@H](CCC1)C1=C(C=C(C=C1)C(F)(F)F)C=O)C(=O)O |r| rac-(1R,2R,6S)-2-((2-fluoro-4-(trifluoromethyl)phenyl)carbamoyl)-6-(2-formyl-4-(trifluoromethyl)phenyl)cyclohexane-1-carboxylic acid